3-(2,3-dimethylphenyl)-2-methylpropenal CC1=C(C=CC=C1C)C=C(C=O)C